OCC(CO)(C)CO 2,2-bis(hydroxymethyl)-1-propanol